3-bromo-5-((4-chloro-phenylimino)methyl)-phenyl 3-methylbenzoate CC=1C=C(C(=O)OC2=CC(=CC(=C2)C=NC2=CC=C(C=C2)Cl)Br)C=CC1